2,4-Dibromo-7-chloroquinoline BrC1=NC2=CC(=CC=C2C(=C1)Br)Cl